CC1=NN(C(=C1CC(=O)OCC)C)CC1=CC=C(C=C1)NC(=O)C=1C=C2C(C(NC(C2=CC1)=O)=O)=O ethyl 2-(3,5-dimethyl-1-(4-(1,3,4-trioxo-1,2,3,4-tetrahydroisoquinoline-6-carboxamido)benzyl)-1H-pyrazol-4-yl)acetate